tri-n-nonylethyl-amine bromide [Br-].C(CCCCCCCC)C(CN)(CCCCCCCCC)CCCCCCCCC